tert-butyl (6-(5-(2'-(4-methoxybenzyl)-4'-methyl-3'-oxospiro[cyclohexane-1,1'-isoindolin]-6'-yl)isoxazol-3-yl)pyrimidin-4-yl)carbamate COC1=CC=C(CN2C3(C4=CC(=CC(=C4C2=O)C)C2=CC(=NO2)C2=CC(=NC=N2)NC(OC(C)(C)C)=O)CCCCC3)C=C1